CN(CCN(C1=C(C=C(C(=C1)OC)NC1=NC=NC(=C1)N1OCCC1C1=CC(=CC=C1)C=1SC(=CC1)C)NC(C=C)=O)C)C N-(2-((2-(dimethylamino)ethyl)(methyl)amino)-4-methoxy-5-((6-(3-(3-(5-methylthiophen-2-yl)phenyl)isoxazolidin-2-yl)pyrimidin-4-yl)amino)phenyl)acrylamide